tert-butyl (S)-2-(1-amino-5-(ethoxycarbonyl)-4-(4-((4-methoxypyridin-2-yl)carbamoyl)phenyl)-1H-imidazol-2-yl)piperidine-1-carboxylate NN1C(=NC(=C1C(=O)OCC)C1=CC=C(C=C1)C(NC1=NC=CC(=C1)OC)=O)[C@H]1N(CCCC1)C(=O)OC(C)(C)C